ClC1=CC=C(C=C1)N1C(C(=CCC1)N1CCOCC1)=O (4-chlorophenyl)-3-morpholino-5,6-dihydropyridin-2(1H)-one